NC1=CC(=C(C=N1)N1C[C@@H](N(CC1)C(=O)C1=NC=C(C(=C1)OC)C1=CC=CC=C1)COC)OC [(R)-4-(6-Amino-4-methoxy-pyridin-3-yl)-2-methoxymethyl-piperazin-1-yl]-(4-methoxy-5-phenyl-pyridin-2-yl)-methanone